(E)-3-(3-(3,5-bis-(trifluoromethyl)-phenyl)-1H-1,2,4-triazol-1-yl)-2-(4-(pyridin-3-yl)-phenyl)acrylamide FC(C=1C=C(C=C(C1)C(F)(F)F)C1=NN(C=N1)/C=C(/C(=O)N)\C1=CC=C(C=C1)C=1C=NC=CC1)(F)F